tert-butyl 2-(3,6-dihydro-2H-pyran-4-yl)-4-(2-methoxy-2-oxoethyl)-5-methyl-8-oxo-4,5,6,8-tetrahydrospiro[cyclopenta[d][1,2,4]triazolo[1,5-a]pyrimidine-7,4'-piperidine]-1'-carboxylate O1CCC(=CC1)C1=NN2C(N(C3=C(C2=O)C2(CCN(CC2)C(=O)OC(C)(C)C)CC3C)CC(=O)OC)=N1